C(CCCCC(=O)OCC(CCCCCCCC)CCCCCC)(=O)OCC(COC(CC12CC3CC(CC(C1)C3)C2)=O)COC(=O)OCCCN(CC)CC 3-(2-((3r,5r,7r)-adamantan-1-yl)acetoxy)-2-((((3-(diethylamino)propoxy)carbonyl)oxy)methyl)propyl (2-hexyldecyl) Adipate